C(C1=CC=CC=C1)N1C=CC=2C1=NC=CC2C2=NC(=CC(=N2)C2(CC2)[S@@](=O)NC(C(C)(C)C)=O)N2[C@@H](COCC2)C N-((R)-(1-(2-(1-benzyl-1H-pyrrolo[2,3-b]pyridin-4-yl)-6-((R)-3-methylmorpholino)pyrimidin-4-yl)cyclopropyl)sulfinyl)pivalamide